C(C)(C)(C)OC(=O)N1CCN(CC1)C1=NC=NC(=C1OC)Cl 4-(6-chloro-5-methoxypyrimidin-4-yl)piperazine-1-carboxylic acid tert-butyl ester